BrC1=CC=C(C=C1)C1N(CCP(C1)=O)C (4-bromophenyl)-1-methyl-1,4-azaphosphinane 4-oxide